1,4-bis(4-amino-2-trifluoromethylphenoxy)phenylenediamine NC1=CC(=C(OC2(C(C=C(C=C2)OC2=C(C=C(C=C2)N)C(F)(F)F)N)N)C=C1)C(F)(F)F